3,6-dibromo-9-(4-nitrophenyl)carbazole bis(3-pentyloctyl)9-(((tetrahydro-2H-pyran-4-yl)methyl)amino)heptadecanedioate C(CCCC)C(CCOC(CCCCCCCC(CCCCCCCC(=O)OCCC(CCCCC)CCCCC)NCC1CCOCC1)=O)CCCCC.BrC=1C=CC=2N(C3=CC=C(C=C3C2C1)Br)C1=CC=C(C=C1)[N+](=O)[O-]